N=NC(NC1=CC=C(C=C1)C(F)(F)F)=S imino-(4'-trifluoromethylphenyl)thiourea